Methyl 2-((1R,5S,6s)-3-azabicyclo[3.1.0]hexan-6-yl)acetate hydrochloride Cl.[C@@H]12CNC[C@H]2C1CC(=O)OC